CC1(OC[C@@H]2[C@H](O1)[C@@H]([C@H]([C@]1(O2)OCCCC1)OCC(=O)O)N1N=NC(=C1)C1=CC(=C(C(=C1)F)F)F)C 2-(((2S,4a'R,7'R,8'S,8a'R)-2',2'-dimethyl-8'-(4-(3,4,5-trifluorophenyl)-1H-1,2,3-triazol-1-yl)octahydro-4'H-spiro[pyran-2,6'-pyrano[3,2-d][1,3]dioxine]-7'-yl)oxy)acetic acid